2-((1,2,3,5,6,7-hexahydro-s-indacen-4-yl)amino)-5-phenyl-4,5-Dihydrooxazole-5-carboxylic acid ethyl ester C(C)OC(=O)C1(CN=C(O1)NC1=C2CCCC2=CC=2CCCC12)C1=CC=CC=C1